(S)-N-(3-(difluoromethoxy)-5-methoxyphenyl)-N-ethyl-7'-methyl-6'-(pyrimidin-2-yl)-3',4'-dihydro-1'H-spiro[pyrrolidine-3,2'-[1,8]naphthyridine]-1-carboxamide FC(OC=1C=C(C=C(C1)OC)N(C(=O)N1C[C@@]2(NC3=NC(=C(C=C3CC2)C2=NC=CC=N2)C)CC1)CC)F